C(CCCCCCCCC)(S)S Decandithiol